CNCC1OCC(C2=C1C=C(S2)C)C2=CC=CC=C2 methyl-1-(2-methyl-7-phenyl-6,7-dihydro-4H-thieno[3,2-c]pyran-4-yl)methylamine